OCC1=NN2C(C(CCC2)O)=C1 2-(hydroxymethyl)-4,5,6,7-tetrahydropyrazolo[1,5-a]Pyridin-4-ol